(S)-2-(2-oxo-pyrrolidin-1-yl)butyric acid O=C1N(CCC1)[C@H](C(=O)O)CC